C(#N)C=1C=C(C=CC1)C=1N=C(SC1C1=CC(=NC(=C1)C)C)NC(=O)N1CC2CCC(C1)N2C(=O)OC(C)(C)C tert-Butyl 3-[[4-(3-cyanophenyl)-5-(2,6-dimethyl-4-pyridyl)thiazol-2-yl]carbamoyl]-3,8-diazabicyclo[3.2.1]octane-8-carboxylate